N1=C(C=CC=C1)NC(CC(=O)O)([2H])[2H] 3-[(pyridin-2-yl)-amino](3,3-2H2)-propanoic acid